C(C)(C)(C)[Si](C)(C)OC1=CC2(C3=C(C=CC(=C13)OC1=CC(=CC(=C1)F)F)SC(F)(F)F)OCCO2 tert-butyl-[7'-(3,5-difluorophenoxy)-4'-(trifluoromethylsulfanyl)spiro[1,3-dioxolane-2,3'-indene]-1'-yl]oxy-dimethyl-silane